3,6-dichloropyridine-2-carbonitrile ClC=1C(=NC(=CC1)Cl)C#N